COC1=CC=C(C=C1)C(C)(C)N1N=CC(=C1)B1OC(C(O1)(C)C)(C)C 1-[1-(4-methoxyphenyl)-1-methyl-ethyl]-4-(4,4,5,5-tetramethyl-1,3,2-dioxaborolan-2-yl)pyrazole